C(CC)C1=CC=NC=C1 4-normal propylpyridine